1-Tosyl-7-((2-(trimethylsilyl)ethoxy)methyl)-2,3,4,7-tetrahydro-1H-pyrrolo[3',2':5,6]pyrido[2,3-b][1,4]oxazepine S(=O)(=O)(C1=CC=C(C)C=C1)N1C2=C(OCCC1)N=C1C(=C2)C=CN1COCC[Si](C)(C)C